ClC=1C(=C2C=NNC2=C(C1F)C1=CC(CC1)=O)C=1N=CC=2N(C1)C=C(N2)NC(=O)C2C(C2)F N-(6-(5-chloro-6-fluoro-7-(3-oxocyclopent-1-en-1-yl)-1H-indazol-4-yl)imidazo[1,2-a]pyrazin-2-yl)-2-fluorocyclopropane-1-carboxamide